3,3'-[1,4,8-triazacycloundecane-1,4-diylbis(methylene)]bis[N-(1,3-dihydroxypropan-2-yl)-2-hydroxy-5-methylbenzamide] N1(CCN(CCCNCCC1)CC=1C(=C(C(=O)NC(CO)CO)C=C(C1)C)O)CC=1C(=C(C(=O)NC(CO)CO)C=C(C1)C)O